ClC1=CC=C(S1)C(=O)NC1CC12CCN(CC2)CCC(C)(C)C 5-chloro-N-(6-(3,3-dimethylbutyl)-6-azaspiro[2.5]oct-1-yl)thiophene-2-carboxamide